BrC=1C=NC(=NC1)C(C)(C)C 5-bromo-2-(tert-butyl)pyrimidine